ClC1=C(C(=O)NCC2=CC(=C(C=C2)COC)F)C=C(C=C1)C1=NNC=C1CO 2-Chloro-N-(3-fluoro-4-(methoxymethyl)benzyl)-5-(4-(hydroxymethyl)-1H-pyrazole-3-yl)benzamide